tert-butyl ((5-chloro-6-fluoropyridin-3-yl)sulfonyl)(thiazol-4-yl)carbamate ClC=1C=C(C=NC1F)S(=O)(=O)N(C(OC(C)(C)C)=O)C=1N=CSC1